C(C)(C)(C)OC(=O)N1[C@@H]2[C@@H]([C@@H](C[C@H]1CC2)NC2=CN=C(N=N2)C2=C(C=C(C=C2)Br)OC)F (1S,2R,3R,5R)-3-[[3-(4-bromo-2-methoxyphenyl)-1,2,4-triazin-6-yl]amino]-2-fluoro-8-azabicyclo[3.2.1]octane-8-carboxylic acid tert-butyl ester